C(C)OP(OCC)(=O)CN(CCO)CCO.O[C@H](CCC)C1=CC(=C(C=N1)C1=NC=C2C=C(N=CC2=C1)NC(C)=O)C (R)-N-(7-(6-(1-hydroxybutyl)-4-methylpyridin-3-yl)-2,6-naphthyridin-3-yl)acetamide diethyl-[bis(2-hydroxyethyl)amino]methylphosphonate